1-{3-[3-(3,4-dimethylphenyl)-8-methoxy-1H-pyrazolo[4,3-c]quinolin-1-yl]-4-methylphenyl}-4-methylpiperazine CC=1C=C(C=CC1C)C1=NN(C2=C1C=NC=1C=CC(=CC21)OC)C=2C=C(C=CC2C)N2CCN(CC2)C